CC(C(=O)NC1=NC(=C2N=CNC2=N1)OC(N(C1=CC=CC=C1)C1=CC=CC=C1)=O)C N,N-Diphenylcarbamic acid [2-(2-methylpropionylamino)-9H-purin-6-yl]Ester